N-((4,6-dimethyl-2-oxo-1,2-dihydropyridin-3-yl)methyl)-3-(ethyl-(tetrahydro-2H-pyran-4-yl)amino)-2-methyl-5-(5-methyl-3,5-dihydropyrrolo[3,4-c]pyrrol-2(1H)-yl)benzamide CC1=C(C(NC(=C1)C)=O)CNC(C1=C(C(=CC(=C1)N1CC2=CN(C=C2C1)C)N(C1CCOCC1)CC)C)=O